bis(3,5-bis(trifluoromethyl)phenyl)(4-trifluoromethylphenyl)borane FC(C=1C=C(C=C(C1)C(F)(F)F)B(C1=CC=C(C=C1)C(F)(F)F)C1=CC(=CC(=C1)C(F)(F)F)C(F)(F)F)(F)F